COC(=O)C=1C(=NC(=CC1)C1NCCN(C1)CC(F)F)OC.C(CCC)N1CC=C(C=C1)\C=C\C1=CC=C(C=C1)N(C1=CC=CC=C1)C1=CC=C(C=C1)O (E)-1-butyl-4-(4-((4-hydroxyphenyl)(phenyl)amino)styryl)pyridine Methyl-6-(4-(2,2-difluoroethyl)piperazin-2-yl)-2-methoxypyridine-3-carboxylate